4-isothiocyanato-1-{(4-isothiocyanatophenyl)sulfonyl}-2-methoxy-benzene N(=C=S)C1=CC(=C(C=C1)S(=O)(=O)C1=CC=C(C=C1)N=C=S)OC